2-(3-chloro-2-fluorophenyl)acetic acid ClC=1C(=C(C=CC1)CC(=O)O)F